FC1=C(C=C(C(=C1)C)F)CC=1C=2N(C=C(N1)C1=NC(=C(C(=N1)O)OC)CF)C=CN2 2-{8-[(2,5-difluoro-4-methylphenyl)methyl]imidazo[1,2-a]pyrazin-6-yl}-6-(fluoromethyl)-5-methoxypyrimidin-4-ol